C(#N)C1=CC(=C(C(=O)N[C@H]2[C@H]([C@H]3C=C[C@@H]2C3)C(=O)OC)C=C1OC1CCC(CC1)(C(=O)OCC1=CC=CC3=CC=CC=C13)C)OC Methyl (1R,2S,3R,4S)-3-(4-cyano-2-methoxy-5-(((1s,4S)-4-methyl-4-((naphthalen-1-ylmethoxy)carbonyl)cyclohexyl)oxy)benzamido)bicyclo[2.2.1]hept-5-ene-2-carboxylate